(2S,6R)-4-(4-(6-chloroimidazo[1,2-a]pyridin-3-yl)pyrimidin-2-yl)-2-methyl-6-(5-methyl-1H-pyrazol-4-yl)morpholine ClC=1C=CC=2N(C1)C(=CN2)C2=NC(=NC=C2)N2C[C@@H](O[C@@H](C2)C=2C=NNC2C)C